C(C)(=O)N1C(/C(/C2=CC=C(C=C12)C(=O)OC)=C(\C1=CC=CC=C1)/OCC)=O methyl (E)-1-acetyl-3-(ethoxyphenylmethylene)-oxindole-6-carboxylate